C(C)(=O)[O-].C[NH+]1[C@@H](CCC1)C=1C=NC=CC1C (2S)-1-methyl-2-(4-methylpyridin-3-yl)pyrrolidin-1-ium acetate